2-(((1H-Benzo[d]imidazol-2-yl)methyl)thio)-3-(2,3-dihydro-1H-inden-2-yl)pteridin-4(3H)-one N1C(=NC2=C1C=CC=C2)CSC2=NC1=NC=CN=C1C(N2C2CC1=CC=CC=C1C2)=O